C(C)(C)(C)C1=CC=C(C=C1)C#C[C@@H](O)C1=C(C=CC=C1)OC |r| rac-3-(4-(tert-butyl)phenyl)-1-(2-methoxyphenyl)prop-2-yn-1-ol